NC(CN1CC2=CC(=CC=C2[C@H](C1)C)C(=O)NC1=NC=CC(=C1)C(F)(F)F)=O (4R)-2-(2-amino-2-oxo-ethyl)-4-methyl-N-[4-(trifluoromethyl)-2-pyridyl]-3,4-dihydro-1H-isoquinoline-7-carboxamide